C(\C=C/C(=O)O)(=O)O.C(CCCCCCC)O n-octanol maleate